C(C1=CC=CC=C1)(=O)C1OC(OC1C1=CC=C(C=C1)F)=O 4-benzoyl-5-(4-fluorophenyl)-1,3-dioxolan-2-one